FC(C(=O)O)(F)F.N1(CCCCC1)C=1C=C(C=CC1)C1CCC(CC1)SC=1N=NNC1C(=O)O 4-((4-(3-(piperidin-1-yl)phenyl)cyclohexyl)thio)-1H-1,2,3-triazole-5-carboxylic acid 2,2,2-trifluoroacetate